O=C1NC(CC[C@@H]1N1C(C2=CC=C(C=C2C1)N1CCN(CC1)CC1CN(C1)C1CCN(CC1)C(=O)OC(C)(C)C)=O)=O tert-butyl 4-[3-[[4-[2-[(3S)-2,6-dioxo-3-piperidyl]-1-oxo-isoindolin-5-yl]piperazin-1-yl]methyl]azetidin-1-yl]piperidine-1-carboxylate